C(#N)C1CC(C1)OC=1C=CC2=C(N=C(O2)C2=C3C=C(N=CC3=C(N=C2)NC)C2(CC2)C(=O)N)C1 (5-(5-((1R,3R)-3-cyanocyclobutoxy)benzo[d]oxazol-2-yl)-8-(methylamino)-2,7-naphthyridin-3-yl)cyclopropanecarboxamide